FC=1C=2N(C=CC1C)C(=CN2)C2=C1CNC(C1=C(C=C2)NC2=NC=C(C=C2)[C@@]2(COCC2)O)=O (S)-4-(8-fluoro-7-methylimidazo[1,2-a]pyridin-3-yl)-7-((5-(3-hydroxytetra-hydrofuran-3-yl)pyridin-2-yl)amino)isoindolin-1-one